C(C1=CC=CC=C1)OC1=CC=C(C=C1)N1C=NC(=C1C)CN1CC2(COC2)C1 6-((1-(4-(benzyloxy)phenyl)-5-methyl-1H-imidazol-4-yl)methyl)-2-oxa-6-azaspiro[3.3]heptane